2-(2-hydroxy-4-[1-octylcarbonylethoxy]phenyl)-4,6-bis(4-phenylphenyl)-1,3,5-triazine OC1=C(C=CC(=C1)OC(C)C(=O)CCCCCCCC)C1=NC(=NC(=N1)C1=CC=C(C=C1)C1=CC=CC=C1)C1=CC=C(C=C1)C1=CC=CC=C1